FC1(CCN(CC1)C(=O)C=1C=CC(=NC1)C=1C=C(C2=C(C=C(O2)CNC(OC(C)(C)C)=O)C1)C=1OC=NN1)F tert-Butyl (5-(5-(4,4-difluoropiperidine-1-carbonyl)pyridin-2-yl)-7-(1,3,4-oxadiazol-2-yl)benzofuran-2-yl)methylcarbamate